S1C(=CC=C1)C=CC1=CC=C(N)C=C1 4-[2-(thiophen-2-yl)vinyl]aniline